4-bromo-N,N-diethyl-2-iodoaniline BrC1=CC(=C(N(CC)CC)C=C1)I